C(C1=CC=CC=C1)N1C(C=2C=C(C(=NC2C=C1)C)C(=O)NCC=1OC=C(N1)C)=O 6-benzyl-2-methyl-N-((4-methyloxazol-2-yl)methyl)-5-oxo-5,6-dihydro-1,6-naphthyridine-3-carboxamide